5-(2,3-Difluoropyridin-4-yl)-N-((6-((3R,5S)-3,5-dimethylpiperazin-1-yl)pyridin-2-yl)methyl)-7-tosyl-7H-pyrrolo[2,3-d]pyrimidin-4-amine FC1=NC=CC(=C1F)C1=CN(C=2N=CN=C(C21)NCC2=NC(=CC=C2)N2C[C@H](N[C@H](C2)C)C)S(=O)(=O)C2=CC=C(C)C=C2